3-[3-[4-[[5-(2-chloro-4-phenoxy-benzoyl)-7H-pyrrolo[2,3-d]pyrimidin-4-yl]amino]-1-piperidinyl]azetidin-1-yl]azetidine-1-carboxylic acid tert-butyl ester C(C)(C)(C)OC(=O)N1CC(C1)N1CC(C1)N1CCC(CC1)NC=1C2=C(N=CN1)NC=C2C(C2=C(C=C(C=C2)OC2=CC=CC=C2)Cl)=O